[8-(2-methylpyrazol-3-yl)-3-(1H-pyrazol-5-yl)-[1,2,4]triazolo[4,3-b]pyridazin-6-yl]morpholine CN1N=CC=C1C=1C=2N(N=C(C1)N1CCOCC1)C(=NN2)C2=CC=NN2